7-bromo-2-methyl-1,3,4,5-tetrahydropyrido[4,3-B]indole BrC=1C=CC=2C3=C(NC2C1)CCN(C3)C